O=C1N(C(CC1)=O)C1=C(C2=CC=CC(=C2C=C1)Br)C(=O)O.CS(=O)(=O)C1=CC=C(C=C1)C=1N(C(C(=CN1)NCCCC1=CC=CC=C1)=O)CC(=O)N 2-(2-(4-(methylsulfonyl)phenyl)-6-oxo-5-((3-phenylpropyl)amino)pyrimidin-1(6H)-yl)acetamide (2,5-dioxopyrrolidin-1-yl)5-bromonaphthalene-1-carboxylate